5-chloro-1-(3-methoxy-3-oxopropyl)-3-methyl-1H-indole-2-carboxylic acid methyl ester COC(=O)C=1N(C2=CC=C(C=C2C1C)Cl)CCC(=O)OC